2-(thiophen-3-yl)-maleonitrile S1C=C(C=C1)/C(/C#N)=C/C#N